N1=CN=CC2=C1C=C[N+](=C2)[O-] pyrido[4,3-d]pyrimidine 6-oxide